1-propyl-4-ethylpiperidinium fluoride salt [F-].C(CC)[NH+]1CCC(CC1)CC